(((dodecylthio)thioxomethyl)thio)-Pentanoic acid C(CCCCCCCCCCC)SC(SC(C(=O)O)CCC)=S